N[C@H]1CN(CCCC1)C1=NN(C(C2=CC=CC=C12)=O)C1=C(C=C(C=C1)F)F (R)-4-(3-Aminoazepan-1-yl)-2-(2,4-difluorophenyl)phthalazin-1(2H)-one